FC1(COCC1)C1=NN=C(S1)N 5-(3-fluorotetrahydrofuran-3-yl)-1,3,4-thiadiazol-2-amine